4-bromo-1,3-thiazole-2-carboxylic acid BrC=1N=C(SC1)C(=O)O